3,6-dibromo-2-(bromomethyl)pyridine BrC=1C(=NC(=CC1)Br)CBr